butyl-N-phenyl-[1,2,4]triazolo[4,3-a]quinazolin-5-amine C(CCC)C1=NN=C2N1C1=CC=CC=C1C(=N2)NC2=CC=CC=C2